C1(CC1)C=1N(C(=NN1)S(=O)CCNC(=O)NC1C(CCCC1)C)C1=CC=CC=C1 1-(2-((5-cyclopropyl-4-phenyl-4H-1,2,4-triazol-3-yl)sulfinyl)ethyl)-3-(2-methyl-cyclohexyl)urea